ClC=1C2=C(N=CN1)N(C=C2)[C@@H]2[C@@H]1[C@]([C@@H]3[C@H]2OC(O3)(C)C)(C1)C(C)=O 1-((3aR,3bS,4aS,5R,5aS)-5-(4-chloro-7H-pyrrolo[2,3-d]pyrimidin-7-yl)-2,2-dimethyltetrahydrocyclopropa[3,4]cyclopenta[1,2-d][1,3]dioxol-3b(3aH)-yl)ethan-1-one